BrC=1C=CC=2C3=C(C=NC2C1)N=C(N3CC3=CC=C(C=C3)OC)CN(C(C)=O)CC N-((7-bromo-1-(4-methoxybenzyl)-1H-imidazo[4,5-c]quinolin-2-yl)methyl)-N-ethylacetamide